(((1-(2-(dimethylamino)ethyl)-1H-pyrazol-4-yl)methyl)azanediyl)bis(hexane-6,1-diyl) bis(2-hexyldecanoate) C(CCCCC)C(C(=O)OCCCCCCN(CCCCCCOC(C(CCCCCCCC)CCCCCC)=O)CC=1C=NN(C1)CCN(C)C)CCCCCCCC